C(C)OC1=CN=CC(=N1)C1=CC(=C(C(=C1)F)N1CC(CC1)CC(=O)O)F {1-[4-(6-ethoxy-pyrazin-2-yl)-2,6-difluoro-phenyl]-pyrrolidin-3-yl}-acetic acid